Cl.FC1=CC(=CC2=C1N=C(S2)OC2CCNCC2)C=2C=C(C=1N(N2)C=C(N1)C)C 6-{4-fluoro-2-[(piperidin-4-yl)oxy]-1,3-benzothiazol-6-yl}-2,8-dimethylimidazo[1,2-b]pyridazine hydrochloride